BrC1=CC=C(N(C)C)C=C1 p-bromo-N,N-dimethyl-aniline